5-fluoro-1,3-benzoxazole FC=1C=CC2=C(N=CO2)C1